C(N)(=O)C1=C2C(=NC(=C1)N1C[C@@H](N([C@H](C1)C)C(=O)OC(C)(C)C)C)N(N=C2NC2=CC1=CN(N=C1C(=C2)F)C)C2OCCCC2 tert-butyl (2S,6S)-4-(4-carbamoyl-3-((7-fluoro-2-methyl-2H-indazol-5-yl)-amino)-1-(tetrahydro-2H-pyran-2-yl)-1H-pyrazolo[3,4-b]pyridin-6-yl)-2,6-dimethylpiperazine-1-carboxylate